[4-[3-(difluoromethyl)-5-methyl-pyrazol-1-yl]phenyl]methanol FC(C1=NN(C(=C1)C)C1=CC=C(C=C1)CO)F